6-(Azetidin-1-yl)-4-fluoro-N-[(2-methoxy-5-(methoxymethyl)phenyl)sulfonyl]benzofuran-2-carboxamide N1(CCC1)C1=CC2=C(C=C(O2)C(=O)NS(=O)(=O)C2=C(C=CC(=C2)COC)OC)C(=C1)F